2-(3,5-bis(trifluoromethyl)phenyl)-2-methylpropanoic acid chloride FC(C=1C=C(C=C(C1)C(F)(F)F)C(C(=O)Cl)(C)C)(F)F